C=CC=CC=CC heptatrien